calcium sulphite oxide S(=O)([O-])([O-])=O.[Ca+2]